FC=1C=C(C#N)C=C(C1)OC=1C2=C(C(=NC1)C(F)(F)F)C1(OCCO1)CC2 3-fluoro-5-((1-(trifluoromethyl)-5,6-dihydrospiro[cyclopenta[c]pyridine-7,2'-[1,3]dioxolan]-4-yl)oxy)benzonitrile